1-((2-acetamidothiazol-5-yl)methyl)-N-cyclohexylpiperidine-4-carboxamide C(C)(=O)NC=1SC(=CN1)CN1CCC(CC1)C(=O)NC1CCCCC1